COC=1C=C(/C=C/C2=CC=C(OC(=O)OCCNC(C(CC(NC(C3=CC=CC=C3)(C3=CC=CC=C3)C3=CC=CC=C3)=O)NC(OC(C)(C)C)=O)=O)C=C2)C=C(C1)OC Tert-butyl (E)-(1-((2-(((4-(3,5-dimethoxystyryl)phenoxy)carbonyl)oxy)ethyl) amino)-1,4-dioxo-4-(tritylamino)butan-2-yl)carbamate